O[C@@]1(CC[C@@H]2[C@@]1(CC([C@@H]1[C@]3(CCC(C=C3CC[C@@H]21)=O)C)O)C)C(CO)=O (1R,3aS,3bS,9aR,9bS,11aS)-1,10-Dihydroxy-1-(hydroxyacetyl)-9a,11a-dimethyl-1,2,3,3a,3b,4,5,8,9,9a,9b,10,11,11a-tetradecahydro-7H-cyclopenta[a]phenanthren-7-one